3-(2-chloro-5-oxo-5,7-dihydro-6H-pyrrolo[3,4-b]pyridin-6-yl)piperidine ClC1=CC=C2C(=N1)CN(C2=O)C2CNCCC2